C(C)(C)(C)OC(=O)NCC1(CC(C1)OS(=O)(=O)C1=CC=C(C)C=C1)F 4-toluenesulfonic acid 3-(((tert-butoxycarbonyl) amino) methyl)-3-fluorocyclobutyl ester